ON1N=C2C(=N1)C=CC=C2OCCOC(C=C)=O 2-hydroxy-4-acryloxyethoxybenzotriazole